2-[3-(4,7-diazaspiro[2.5]octan-7-yl)-1,2,4-triazin-6-yl]-5-(3-fluoro-1H-pyrazol-4-yl)phenol C1CC12NCCN(C2)C=2N=NC(=CN2)C2=C(C=C(C=C2)C=2C(=NNC2)F)O